4,4'-trimethylenebis(1-methyl-piperidine) CN1CCC(CC1)CCCC1CCN(CC1)C